C(C)(C)NC(N(C1=NC2=CC(=CC=C2N=C1)C=1C=NC(=CC1)OCCC1N(CCC1)C)C)=O 3-isopropyl-1-methyl-1-(7-(6-(2-(1-methylpyrrolidin-2-yl)ethoxy)pyridin-3-yl)-quinoxalin-2-yl)urea